2-bromo-4-(3-methylphenyl)-1,3-thiazole BrC=1SC=C(N1)C1=CC(=CC=C1)C